o-methylphenoxypropoxyphosphonium bromide [Br-].CC1=C(OCCCO[PH3+])C=CC=C1